ClC1=CC=C(C=C1)C=1SC(=NN1)C 2-(4-chlorophenyl)-5-methyl-1,3,4-thiadiazole